C1(=CC=CC2=CC=CC=C12)C1=NOC=C1 naphthalenyl-isoxazole